ClC1=C(C=CC=C1)C(C[N+](=O)[O-])C1=C(NC2=CC=CC=C12)C 3-(1-(2-chlorophenyl)-2-nitroethyl)-2-methyl-1H-indole